C1CC12CN(C2)C2=CC=C(C(=N2)C)CN2N=CC(=C2)C(=O)O 1-[(6-{5-Azaspiro[2.3]hex-5-yl}-2-methylpyridin-3-yl)methyl]-1H-pyrazole-4-carboxylic acid